4-(3-Amino-5-(2-aminopyridin-4-yl)-1H-indazol-7-yl)phenol NC1=NNC2=C(C=C(C=C12)C1=CC(=NC=C1)N)C1=CC=C(C=C1)O